BrC1=CC=C(C=C1)C1=CC=CC2=C1SC1=C2C=CC=C1 4-(4-bromophenyl)dibenzothiophene